ClC1=C(C=C(C(=C1)F)OC)C1=CC=2NC(N(C(C2S1)=O)C1=CN=CC2=CC=CC=C12)=O 6-(2-chloro-4-fluoro-5-methoxy-phenyl)-3-(4-isoquinolinyl)-1H-thieno[3,2-d]pyrimidine-2,4-dione